C(C1=CC=CC=C1)O[C@H]1CN(C[C@@]12CN=C(O2)N2[C@H](C1=CC=CC=C1CC2)C2=CC=C(C=C2)F)C(=O)OC(C)(C)C tert-butyl (5S,9S)-9-(benzyloxy)-2-((S)-1-(4-fluorophenyl)-3,4-dihydroisoquinolin-2(1H)-yl)-1-oxa-3,7-diazaspiro[4.4]non-2-ene-7-carboxylate